C12(CC1)COC1=C2C(=CC=C1)OC1=CC=C(C=N1)NC=1C=NC=CC1N N3-(6-spiro[2H-benzofuran-3,1'-cyclopropane]-4-yloxy-3-pyridyl)pyridine-3,4-diamine